C(C)SC1=CC=C(C=C1)F ethyl-(4-fluorophenyl)sulfane